ClC1=CC(=C(C=C1OCC(C1=CC=C(C=C1)[N+](=O)[O-])=O)N1C(C=2CCCCC2C1=O)=O)F 2-(4-chloro-2-fluoro-5-(2-oxo-2-(4-nitrophenyl)ethoxy)phenyl)-4,5,6,7-tetrahydro-1H-isoindole-1,3(2H)-dione